(S*)-(9-fluoro-10,11-dihydrodibenzo[b,f]oxepin-10-yl)-N-methylmethanamine FC1=CC=CC2=C1[C@H](CC1=C(O2)C=CC=C1)CNC |o1:7|